3-(4-(4-(2-(4-(3-(4-(4-Oxo-4,5,6,7-tetrahydro-1H-pyrrolo[3,2-c]pyridin-2-yl)pyridin-2-yl)phenyl)piperazin-1-yl)ethyl)piperazin-1-yl)phenyl)piperidine-2,6-dione O=C1NCCC2=C1C=C(N2)C2=CC(=NC=C2)C=2C=C(C=CC2)N2CCN(CC2)CCN2CCN(CC2)C2=CC=C(C=C2)C2C(NC(CC2)=O)=O